tert-butyl 6-[[5-(trifluoromethyl)pyrazol-1-yl]methyl]-2-azaspiro[3.3]heptane-2-carboxylate FC(C1=CC=NN1CC1CC2(CN(C2)C(=O)OC(C)(C)C)C1)(F)F